C(\C=C/CCCCCC)OC(CCC#N)OC\C=C/CCCCCC 4,4-bis(((Z)-non-2-en-1-yl)oxy)butyronitrile